CC1=CC=C(C(=O)OC2=C(C(=CC(=C2)Br)C=NC2=C(C(=CC=C2)Cl)Cl)O)C=C1 5-bromo-3-((2,3-dichlorophenylimino)-methyl)-2-hydroxyphenyl 4-methylbenzoate